N-[(1S)-1-(dicyclopropylmethyl)-2-[[1-[1-(3-methoxy-6-oxo-1H-pyridazin-5-yl)ethyl]pyrazol-4-yl]amino]-2-oxo-ethyl]-2-isopropyl-pyrazole-3-carboxamide C1(CC1)C([C@@H](C(=O)NC=1C=NN(C1)C(C)C1=CC(=NNC1=O)OC)NC(=O)C=1N(N=CC1)C(C)C)C1CC1